C(CCC)C(COC(CCCCCCC(=O)N(OCCCN(C)C)C(CCCCC=CC(=O)OCC(CCCCCCCC)CCCCCC)CCCCCCCCCC)=O)CCCCCC 2-hexyldecyl 8-{8-[(2-butyloctyl)oxy]-N-[3-(dimethylamino)propoxy]-8-oxooctanamido}octadecenoate